5-((4-(3-bromophenyl)piperidin-1-yl)methyl)-2-(2,4-dioxotetrahydropyrimidin-1(2H)-yl)isoindoline-1,3-dione BrC=1C=C(C=CC1)C1CCN(CC1)CC=1C=C2C(N(C(C2=CC1)=O)N1C(NC(CC1)=O)=O)=O